N-(5-amino-6-methylpyridin-3-yl)-2-(2,2-dimethylpyrrolidin-1-yl)acetamide NC=1C=C(C=NC1C)NC(CN1C(CCC1)(C)C)=O